3-bromo-6-(1,3-dioxolan-2-yl)-2-methyl-pyridine BrC=1C(=NC(=CC1)C1OCCO1)C